N-[(1S)-1-(4-iodophenyl)ethyl]thieno[2,3-d]pyrimidin IC1=CC=C(C=C1)[C@H](C)N1CN=CC2=C1SC=C2